2-(4-fluoro-1H-indol-1-yl)-N-(1-(pyrrolidin-1-ylmethyl)cyclopropyl)propanamide FC1=C2C=CN(C2=CC=C1)C(C(=O)NC1(CC1)CN1CCCC1)C